C1(=CC=CC=C1)C1=CC=CC(=N1)C=1C=CC=2N(C3=CC=C(C=C3C2C1)C1=NC(=CC=C1)C1=CC=CC=C1)C1=C(C(=CC(=C1)C1=NC(=NC(=N1)C1=CC=CC=C1)C1=CC=CC=C1)C1=NC(=NC(=N1)C1=CC=CC=C1)C1=CC=CC=C1)N1C2=CC=C(C=C2C=2C=C(C=CC12)C)C 9-(2-(3,6-bis(6-phenylpyridin-2-yl)-9H-carbazol-9-yl)-4,6-bis(4,6-diphenyl-1,3,5-triazin-2-yl)phenyl)-3,6-dimethyl-9H-carbazole